C1(CCCC1)C(=O)OC\C=C(\C)/CCC=C(C)C neryl cyclopentanecarboxylate